5-fluoro-N-(2-methylpyridin-3-yl)-4-(3-oxo-5,6,7,8-tetrahydro[1,2,4]triazolo[4,3-a]pyridin-2(3H)-yl)-2-{[(2S)-1,1,1-trifluoroprop-2-yl]oxy}benzamide FC=1C(=CC(=C(C(=O)NC=2C(=NC=CC2)C)C1)O[C@H](C(F)(F)F)C)N1N=C2N(CCCC2)C1=O